C(C)OCC1=C(C=C(C=C1)C)N1/C(/SCC1=O)=N/C(=O)NC1=C(C=C(C=C1)C1=NN(C=N1)C1=CC=C(C=C1)C(C(F)(F)F)(F)F)F (Z)-1-(3-(2-(ethoxymethyl)-5-methylphenyl)-4-oxothiazolidin-2-ylidene)-3-(2-fluoro-4-(1-(4-(perfluoroethyl)phenyl)-1H-1,2,4-triazol-3-yl)phenyl)urea